NC1=NC(=C(C(=N1)C=1OC=CC1)C(=O)O)NCC1=C(C=CC=C1)C 2-amino-4-(2-furyl)-6-(o-tolylmethylamino)pyrimidine-5-carboxylic acid